(1-methylcyclopropyl)-(4-methylene-1-piperidinyl)methanone CC1(CC1)C(=O)N1CCC(CC1)=C